ClC=1C2=CN(N=C2C=CC1C1=CNC=2N=C(N(C(C21)=O)C)N2C1CC(CC2CC1)NC)CC 5-(4-Chloro-2-ethyl-2H-indazol-5-yl)-3-methyl-2-(endo-3-(methylamino)-8-azabicyclo[3.2.1]oct-8-yl)-3,7-dihydro-4H-pyrrolo[2,3-d]pyrimidin-4-one